(R)-2-amino-3-mercaptopropionic acid N[C@H](C(=O)O)CS